N[C@@H](CO)CCCN1CCCC1 (R)-2-amino-5-(pyrrolidin-1-yl)pentan-1-ol